4-Methoxysalicylic acid COC=1C=C(C(C(=O)O)=CC1)O